(R)-2-(5-bromo-2',4'-dioxo-2,3-dihydrospiro[indene-1,5'-oxazolidine]-3'-yl)acetic acid t-butyl ester C(C)(C)(C)OC(CN1C(O[C@]2(C1=O)CCC1=CC(=CC=C12)Br)=O)=O